FC=1C(=C(C=CC1F)[C@H]1[C@@H](O[C@]([C@H]1C)(C(F)(F)F)C)C(=O)NC1=CC(=NC=C1)[C@H](CO)NC([O-])=O)OC (R)-(1-(4-((2R,3S,4S,5R)-3-(3,4-difluoro-2-methoxyphenyl)-4,5-dimethyl-5-(trifluoromethyl)tetrahydrofuran-2-carboxamido)pyridin-2-yl)-2-hydroxyethyl)carbamate